(S)-2-(2,5-difluoro-4-(6-((2-fluoro-4-(pyridin-4-ylethynyl)benzyl)oxy)pyridin-2-yl)benzyl)-1-(oxetan-2-ylmethyl)-1H-benzo[d]imidazole-6-carboxylic acid FC1=C(CC2=NC3=C(N2C[C@H]2OCC2)C=C(C=C3)C(=O)O)C=C(C(=C1)C1=NC(=CC=C1)OCC1=C(C=C(C=C1)C#CC1=CC=NC=C1)F)F